tert-butyl (6S,7S)-7-(difluoromethyl sulfonylamino)-6-[[3-(3,5-difluorophenyl)-2-fluoro-phenyl]methyl]-5-azaspiro[2.4]heptane-5-carboxylate FC(S(=O)(=O)N[C@@H]1[C@@H](N(CC12CC2)C(=O)OC(C)(C)C)CC2=C(C(=CC=C2)C2=CC(=CC(=C2)F)F)F)F